tert-butyl 3-[[5-[2-(3-chlorophenoxy)pyrimidin-5-yl]-3-pyridyl]amino]-3-methyl-azetidine-1-carboxylate ClC=1C=C(OC2=NC=C(C=N2)C=2C=C(C=NC2)NC2(CN(C2)C(=O)OC(C)(C)C)C)C=CC1